4-bromo-9,9-diphenylfluorene BrC1=CC=CC=2C(C3=CC=CC=C3C12)(C1=CC=CC=C1)C1=CC=CC=C1